C(CCCCCCCCCCC)S(=O)(=O)[O-].[Mg+2].C(CCCCCCCCCCC)S(=O)(=O)[O-] magnesium dodecanesulfonate